C1(=CC(=CC=C1)N1C(=NC=C1)[C@H]1NC2=CC=CC=C2C1)C (S)-2-[1-(m-tolyl)imidazol-2-yl]indoline